COC(=O)C[C@H](C(=O)O)N The molecule is a dicarboxylic acid monoester obtained by condensation of the side-chain carboxy group of D-aspartic acid with methanol. It has a role as a bacterial metabolite. It is a D-aspartic acid derivative and a dicarboxylic acid monoester.